N-(5-chloro-6-(2H-1,2,3-triazol-2-yl)pyridin-3-yl)-2,9-dimethyl-9-(trifluoromethyl)-8,9-dihydro-7H-imidazo[1,2-a]pyrrolo[3,2-c]pyridine-7-carboxamide ClC=1C=C(C=NC1N1N=CC=N1)NC(=O)N1CC(C=2C=3N(C=CC21)C=C(N3)C)(C(F)(F)F)C